NC=1C=C(C(=O)NC2=C(C=C(C=C2)F)CC(=O)OC(C)(C)C)C=CC1N1C(CCCC1)C tert-butyl 2-(2-(3-amino-4-(2-methylpiperidin-1-yl)benzamido)-5-fluorophenyl)acetate